(S)-10-((5-Fluoro-2-((3S,4R)-3,4-difluoropiperidin-1-yl)pyrimidin-4-yl)amino)-2-cyclopropyl-3,3-difluoro-7-methyl-1,2,3,4-tetrahydro-[1,4]oxazepino[2,3-c]chinolin-6(7H)-on FC=1C(=NC(=NC1)N1C[C@@H]([C@@H](CC1)F)F)NC1=CC=2C3=C(C(N(C2C=C1)C)=O)OCC([C@@H](N3)C3CC3)(F)F